(Z)-N-(Bis(2,6-dimethoxyphenyl)phosphanyl)-3,6-di-tert-butyl-9H-carbazole-9-carbimidate COC1=C(C(=CC=C1)OC)P(\N=C(/[O-])\N1C2=CC=C(C=C2C=2C=C(C=CC12)C(C)(C)C)C(C)(C)C)C1=C(C=CC=C1OC)OC